C1=CC=C2C(=C1)C(C3=CC=CC=C32)COC(=O)NCC(=O)O N-α-(9-fluorenylmethoxycarbonyl)glycine